4-Carbamimidoylphenyl 2-(4-(phenylcarbamoyl)piperidin-1-yl)benzo[d]thiazole-6-carboxylate C1(=CC=CC=C1)NC(=O)C1CCN(CC1)C=1SC2=C(N1)C=CC(=C2)C(=O)OC2=CC=C(C=C2)C(N)=N